C1(CC1)C=1C(=NSC1C(=O)NC1=CC(=NC=C1)C(F)(F)F)C1=C2C(=NC=C1)N(C=C2)C 4-CYCLOPROPYL-3-(1-METHYL-1H-PYRROLO[2,3-B]PYRIDIN-4-YL)-N-(2-(TRIFLUOROMETHYL)PYRIDIN-4-YL)ISOTHIAZOLE-5-CARBOXAMIDE